Methyl 3-methyl-2,3-dihydro-1,4-benzodioxine-6-carboxylate CC1OC2=C(OC1)C=CC(=C2)C(=O)OC